O=C1N2C(C(=CC1NC2=O)C)C(=O)NCCNS(N)(=O)=O oxo-3-methyl-7-oxo-N-[2-(sulfamoylamino)ethyl]-1,6-diazabicyclo[3.2.1]oct-3-ene-2-carboxamide